6-((1-(N-(3-fluoropyridin-2-yl)sulfamoyl)cyclopropyl)methyl)-1-methyl-7-oxo-4,5,6,7-tetrahydro-1H-pyrazolo[3,4-c]pyridine-3-carboxamide FC=1C(=NC=CC1)NS(=O)(=O)C1(CC1)CN1C(C2=C(CC1)C(=NN2C)C(=O)N)=O